Methyl (2R)-azetidine-2-carboxylate N1[C@H](CC1)C(=O)OC